C(C)(C)NC1=NN=C2N1C=CC=C2 N-isopropyl-[1,2,4]triazolo[4,3-a]pyridin-3-amine